(1R,4R,7R)-2-{2-[1-(cyclopropylmethyl)-1H-indol-2-yl]-1-[(1,3-dimethyl-1H-pyrazol-5-yl)methyl]-7-methoxy-1H-1,3-benzodiazole-5-carbonyl}-2-azabicyclo[2.2.1]heptan-7-amine C1(CC1)CN1C(=CC2=CC=CC=C12)C1=NC2=C(N1CC1=CC(=NN1C)C)C(=CC(=C2)C(=O)N2[C@@H]1CC[C@H](C2)[C@H]1N)OC